C(C)(C)(C)C=1C=C(C=C(C1O)C)CCC(=O)OCCOCCOCCOC(CCC1=CC(=C(C(=C1)C)O)C(C)(C)C)=O triethyleneglycol e-bis[3-(3-tert-butyl-5-methyl-4-hydroxyphenyl)propionate]